CC(CC1=C(C=CC=C1)CC(CC(C)N)C)CC(C)N Bis(2-methyl-4-aminopentyl)benzene